C1(C=CC=C1)[Ti](C1=C(C(=CC=C1F)N(CC1=CC=CC=C1)C(C1=CC=CC=C1)=O)F)(C1=C(C(=CC=C1F)N(CC1=CC=CC=C1)C(C1=CC=CC=C1)=O)F)C1C=CC=C1 bis(cyclopentadienyl)bis[2,6-difluoro-3-(N-benzylbenzoylamino)phenyl]titanium